CC=1CCCC(C1)C=1C(=C(C=CC1O)CCC(CC)C1=NC(=NO1)C)O 5'-methyl-3-(3-methyl-1,2,4-oxadiazol-5-yl)-pentyl-1',2',3',4'-tetra-hydro-[1,1'-biphenyl]-2,6-diol